BrC1=C(C=C(C=C1)F)C(CCC=C)NS(=O)C(C)(C)C N-(1-(2-bromo-5-fluorophenyl)pent-4-en-1-yl)-2-methylpropan-2-sulfinamide